N1N=CC2=CC(=CC=C12)C=1N=C(C=2N(C1)C=NN2)NC2=CC(=C(C=C2)N2CCOCC2)OC 6-(1H-indazol-5-yl)-N-(3-methoxy-4-morpholinylphenyl)-[1,2,4]triazolo[4,3-a]pyrazin-8-amine